ClC1=NC=CC(=C1)OC(F)(F)F 2-chloro-4-(trifluoromethoxy)pyridine